S1C(=CC=C1)C1=CC(=NO1)C1=C(C=CC=C1)O (5-(thiophene-2-yl)isoxazol-3-yl)phenol